ClC=1C=C(C=CC1Cl)C(CN1C(N(C2=C1C=CC=C2)CC2=C(C=C(C=C2)F)C)=N)O 1-(3,4-dichlorophenyl)-2-(3-(4-fluoro-2-methylbenzyl)-2-imino-2,3-dihydro-1H-benzo[d]imidazol-1-yl)ethanol